FC=1C=CC(=C(C1)[C@H](C(=O)NC=1SC=CN1)N1N=C2C=C(C=CC2=C1)C1=CC=CC=C1)O |r| (2RS)-2-(5-fluoro-2-hydroxy-phenyl)-2-(6-phenylindazol-2-yl)-N-thiazol-2-yl-acetamide